NC1(CCN(CC1)C1=NC(=C2C(=N1)NN=C2C2=C(C1=C(N(N=C1C=C2)C)Cl)Cl)C#N)C2=C(C=CC=C2)OC 6-(4-amino-4-(2-methoxyphenyl)piperidin-1-yl)-3-(3,4-dichloro-2-methyl-2H-indazol-5-yl)-1H-pyrazolo[3,4-d]Pyrimidine-4-carbonitrile